Cl.NCCC(C)NC(C1=C(C=C(C=C1)NC=1C=2N(C=CN1)C(=CN2)C2=C(C(=C(C=C2)OC(F)F)F)F)CC)=O N-(4-aminobutan-2-yl)-4-((3-(4-(difluoromethoxy)-2,3-difluorophenyl)imidazo[1,2-a]pyrazin-8-yl)amino)-2-ethylbenzamide hydrochloride